C(C1=CC=CC=C1)N([C@H]1[C@H]([C@@H]2CC[C@H](C1)N2C(=O)OC(C)(C)C)F)C |r| (±)-tert-butyl (1S,2R,3R,5R)-3-(benzyl(methyl)amino)-2-fluoro-8-azabicyclo[3.2.1]octane-8-carboxylate